OCCCNCCCCCC(=O)OCC(CCCCCCCC)CCCCCCCC 2-octyldecyl 6-((3-hydroxypropyl)amino)hexanoate